CC1=C(OCC=2C=C(C=CC2OC)/C=C/C(=O)C2=CC=C(C=C2)O)C(=CC=C1)C (E)-3-[3-[(2,6-Dimethylphenoxy)methyl]-4-methoxyphenyl]-1-(4-hydroxyphenyl)prop-2-en-1-one